(S)-8-(2-chlorophenyl)-9-(4-(4-((4-(2-(2,6-dioxopiperidin-3-yl)-1-oxoisoindolin-5-yl)piperazin-1-yl)methyl)piperidin-1-yl)phenyl)-6,7-dihydro-5H-benzo[7]annulene-3-carboxylic acid ClC1=C(C=CC=C1)C=1CCCC2=C(C1C1=CC=C(C=C1)N1CCC(CC1)CN1CCN(CC1)C=1C=C3CN(C(C3=CC1)=O)[C@@H]1C(NC(CC1)=O)=O)C=CC(=C2)C(=O)O